tributyltin azide C(CCC)[Sn](CCCC)(CCCC)N=[N+]=[N-]